tert-Butyl 2-(3-((2-methoxyethyl)amino)propanamido)-5-methyl-3-(5-(pyridin-4-yl)benzo[d]thiazol-2-yl)-4,7-dihydrothieno[2,3-c]pyridine-6(5H)-carboxylate COCCNCCC(=O)NC1=C(C2=C(CN(C(C2)C)C(=O)OC(C)(C)C)S1)C=1SC2=C(N1)C=C(C=C2)C2=CC=NC=C2